2-chloro-3,5-difluoro-6-(4-fluorophenyl)pyridine-4-carboxylic acid ethyl ester C(C)OC(=O)C1=C(C(=NC(=C1F)C1=CC=C(C=C1)F)Cl)F